8-(1,1-difluoro-5-azaspiro[2.4]heptan-5-yl)-5-fluoro-N-(1-(methylsulfonyl)piperidin-4-yl)pyrido[3,4-d]pyrimidin-2-amine FC1(CC12CN(CC2)C2=NC=C(C1=C2N=C(N=C1)NC1CCN(CC1)S(=O)(=O)C)F)F